N-(cyclopropylmethyl)-2-(4-((6-methoxy-2-(o-tolyl)benzo[b]thiophen-3-yl)oxy)phenyl)ethan-1-amine C1(CC1)CNCCC1=CC=C(C=C1)OC=1C2=C(SC1C1=C(C=CC=C1)C)C=C(C=C2)OC